2-({6-[(1,3-benzothiazol-2-yl)amino]Pyridazin-3-yl}amino)-1,3-thiazole-4-carboxylic acid ethyl ester C(C)OC(=O)C=1N=C(SC1)NC=1N=NC(=CC1)NC=1SC2=C(N1)C=CC=C2